FC1=CC=C(C=C1)CC1=NOC(N1CC1=CC=C(C=C1)OC)=O 3-[(4-fluorophenyl)methyl]-4-[(4-methoxyphenyl)methyl]-4,5-dihydro-1,2,4-oxadiazol-5-one